Lithium (Z)-4-(1-benzyl-1H-imidazol-4-yl)-1-ethoxy-1,4-dioxobut-2-en-2-olate C(C1=CC=CC=C1)N1C=NC(=C1)C(\C=C(\C(=O)OCC)/[O-])=O.[Li+]